NC1=C(C(=O)N(C)OC)C=C(C=C1)S(NC)(=O)=O 2-amino-N-methoxy-N-methyl-5-(methylsulfamoyl)benzamide